3-(2-Amino-[1,2,4]triazolo[1,5-a]pyridin-7-yl)-6-(2-fluoro-5-(trifluoromethoxy)benzyl)-6,7,8,9-tetrahydro-5H-pyrido[3,2-c]azepin-5-one NC1=NN2C(C=C(C=C2)C2=CC=3C(N(CCCC3N=C2)CC2=C(C=CC(=C2)OC(F)(F)F)F)=O)=N1